(E)-5-fluoro-1-benzenesulfonyl-2-styryl-1H-benzimidazole FC1=CC2=C(N(C(=N2)\C=C\C2=CC=CC=C2)S(=O)(=O)C2=CC=CC=C2)C=C1